ClC=1C=C(C=NC1OC1=CC=NC2=CC(=C(C=C12)OC)OCC1CCN(CC1)C)NC(CC(=O)NC1=CC=C(C=C1)F)=O N-{5-Chloro-6-[6-methoxy-7-(1-methyl-piperidin-4-ylmethoxy)-quinolin-4-yloxy]-pyridin-3-yl}-N'-(4-fluoro-phenyl)-malonamide